(±)-trans-1-(4-fluorophenyl)-3-[4-(4-methoxyphenyl)-2-oxo-1-azaspiro[4.4]nonan-3-yl]urea FC1=CC=C(C=C1)NC(=O)N[C@@H]1C(NC2([C@H]1C1=CC=C(C=C1)OC)CCCC2)=O |r|